2-Oxo-1-oxa-3,8-diaza-spiro[4.5]decan O=C1OC2(CN1)CCNCC2